[(difluoromethylene)bis(oxy)]-bis(2,2,2-trifluoroethane) FC(OCC(F)(F)F)(OCC(F)(F)F)F